ClC1=CC(=CC=C1)I 1-chloro-3-iodobenzene